2-methylpropan-2-yl{[(3R,4R)-1-[5-amino-2-(bicyclo[2.2.2]octan-1-yl)indazol-4-yl]-4-methyltetrahydro-1H-pyrrol-3-yl]amino}methanoate CC(C)(C)OC(=O)N[C@H]1CN(C[C@H]1C)C=1C2=CN(N=C2C=CC1N)C12CCC(CC1)CC2